C(OCCCCCCBr)(OC(C)CCCCCCCCCC)=O 6-bromohexyl dodecan-2-yl carbonate